C(C1=CC=CC=C1)N1C(=CC(=C1)C1=C(C=CC(=C1)F)F)C(=O)OC methyl 1-benzyl-4-(2,5-difluorophenyl)-1H-pyrrole-2-carboxylate